C(C)(C)(C)OC(C[C@H](CCN1CC(CCC1)(F)F)NC(=O)C1=NN(C(=N1)C1=NC=CC=C1C(F)(F)F)C1CCCC1)=O (S)-3-(1-cyclopentyl-5-(3-(trifluoromethyl)pyridin-2-yl)-1H-1,2,4-triazole-3-carboxamido)-5-(3,3-difluoropiperidin-1-yl)pentanoic acid tert-butyl ester